1-(2-aminobenzo[d]thiazol-6-yl)-1-[2-(N,N-diethylamino)ethyl]-3-(4-chlorophenyl)urea NC=1SC2=C(N1)C=CC(=C2)N(C(=O)NC2=CC=C(C=C2)Cl)CCN(CC)CC